FC(C(=O)O)(F)F.NC=1C=2N(C=C(N1)C(F)(F)F)C(=CN2)C=2C=C(C=CC2C)C(CNC(C)=O)(C(F)(F)F)O N-(2-(3-(8-amino-6-(trifluoromethyl)imidazo[1,2-a]pyrazin-3-yl)-4-methylphenyl)-3,3,3-trifluoro-2-hydroxypropyl)acetamide trifluoroacetate salt